Br[C@@H]1C(=CC=C(C1)N1C2=CC=CC=C2C=2C=CC=CC12)C=1C=C(C=CC1)C1=C(C=CC=C1)N1C2=C(C3=CC=CC=C13)C=CC=N2 9-((2''S)-2''-bromo-4''-(9H-carbazol-9-yl)-2'',3''-dihydro-[1,1':3',1''-terphenyl]-2-yl)-9H-pyrido[2,3-b]indole